BrC1=C(C(=C(C(=C1F)F)C=1C2=CC=C(N2)C(=C2C=CC(C(=C3C=CC(=C(C=4C=CC1N4)C4=C(C(=C(C(=C4F)F)Br)F)F)N3)C3=C(C(=C(C(=C3F)F)Br)F)F)=N2)C2=C(C(=C(C(=C2F)F)Br)F)F)F)F 5,10,15,20-tetra(4-bromo-2,3,5,6-tetrafluorophenyl)porphyrin